C(C)(=O)C1=C(C(=O)O)C=C(C(=C1Br)O)Br 2-acetyl-3,5-dibromohydroxybenzoic acid